C(C)(=O)O.FC1=C(C(=CC=C1)C)NC1=CC=C2C(=N1)NN=C2NC(C2=CC=C(C=C2)C2CCN(CC2)C)=O N-(6-((2-fluoro-6-methylphenyl)amino)-1H-pyrazolo[3,4-b]pyridin-3-yl)-4-(1-methylpiperidin-4-yl)benzamide, Acetic acid salt